C(C1=CC=CC=C1)O[C@]1(C2=NN=C(C=3C(=CC(=C(NC(CCC=CC1)COC)N3)C(F)(F)F)[N+](=O)[O-])O2)C(F)(F)F (6R)-6-benzyloxy-12-(methoxymethyl)-17-nitro-6,15-bis(trifluoromethyl)-19-oxa-3,4,13,18-tetraazatricyclo[12.3.1.12,5]nonadeca-1(18),2,4,8,14,16-hexa-ene